7-Methoxymethyl-1-propyl-8-[1-(3-trifluoromethyl-benzyl)-1H-pyrazol-4-yl]-1,7-dihydro-purin-6-one COCN1C(=NC=2N=CN(C(C12)=O)CCC)C=1C=NN(C1)CC1=CC(=CC=C1)C(F)(F)F